N-(5-(benzo[d]thiazol-2-yl)pyridin-3-yl)-2-(ethylthio)acetamide S1C(=NC2=C1C=CC=C2)C=2C=C(C=NC2)NC(CSCC)=O